BrC1=C(C(=C(C(=O)N(C(C)C)C(C)C)C=C1)C=O)F 4-bromo-3-fluoro-2-formyl-N,N-diisopropyl-benzamide